2-(3-bromo-2-methylphenyl)Azolo[4,5-b]pyridine-6-methanol BrC=1C(=C(C=CC1)C=1N=C2C(=NC=C(C2)CO)C1)C